tert-butyl 2-oxo-3-phenylindol-1-carboxylate O=C1N(C2=CC=CC=C2C1C1=CC=CC=C1)C(=O)OC(C)(C)C